2,6-dichloro-7-vinylquinazoline ClC1=NC2=CC(=C(C=C2C=N1)Cl)C=C